tert-butyl 4-(9,9-dimethyl-9,10-dihydroacridine-2-carbonyl)piperazine-1-carboxylate CC1(C2=CC=CC=C2NC=2C=CC(=CC12)C(=O)N1CCN(CC1)C(=O)OC(C)(C)C)C